4-(4-((tert-butyldimethylsilyl)oxy)phenyl)butan-2-yl (2,5-dimethylphenyl)carbamate CC1=C(C=C(C=C1)C)NC(OC(C)CCC1=CC=C(C=C1)O[Si](C)(C)C(C)(C)C)=O